CC(=CCCO)CC\C=C(\CCC=C(C)C)/C (7E)-4,8,12-trimethyltridecan-3,7,11-trien-1-ol